(3S)-methyl 5,7-dioxo-octahydroindolizine-3-carboxylate O=C1N2[C@@H](CCC2CC(C1)=O)C(=O)OC